ClCCC(=C(C1=CC=C(C=C1)O)C1=CC=C(C=C1)N1CCC(CC1)CN1C2CN(C(C1)C2)C=2C=C1CN(CC1=CC2)C2C(NC(CC2)=O)=O)C2=CC=CC=C2 5-(5-((1-(4-(4-chloro-1-(4-hydroxyphenyl)-2-phenylbut-1-en-1-yl)phenyl)piperidin-4-yl)methyl)-2,5-diazabicyclo[2.2.1]heptane-2-yl)-2-(2,6-dioxopiperidin-3-yl)isoindoline